FC1=C(C=C(C=C1)C(C#N)(C)C)[N+](=O)[O-] 2-(4-fluoro-3-nitro-phenyl)-2-methyl-propanenitrile